C1(=CC=CC=C1)N(C(CCC1=CC=CC=C1)=O)C1CCN(CC1)CCC1=CC=CC=C1 N-Phenyl-N-[1-(2-phenylethyl)piperidin-4-yl]-3-phenyl-propanamide